5-{4-[(4-methylpiperazin-1-yl)methyl]phenyl}-3-(2-methylpyrazol-3-yl)-1H-pyrrolo[2,3-b]pyridine CN1CCN(CC1)CC1=CC=C(C=C1)C=1C=C2C(=NC1)NC=C2C=2N(N=CC2)C